4-chloro-2-[[4-[1-methyl-4-(trifluoromethyl)imidazol-2-yl]phenyl]methoxy]-5-(trifluoromethyl)pyrimidine ClC1=NC(=NC=C1C(F)(F)F)OCC1=CC=C(C=C1)C=1N(C=C(N1)C(F)(F)F)C